N(=[N+]=[N-])[C@H]1C[C@@H](O[C@@]1(CO)CCl)N1C(NC(C(=C1)C)=O)=O 1-((2R,4S,5S)-4-azido-5-(chloromethyl)-5-(hydroxymethyl)-tetrahydrofuran-2-yl)-5-methylpyrimidine-2,4(1H,3H)-dione